2-(ethylthio)acetamide C(C)SCC(=O)N